6-methoxy-2-methylindanone COC1=CC=C2CC(C(C2=C1)=O)C